2-chlorobenzo[4,5]imidazo[2,1-a]isoquinoline ClC=1C=CC=2C=CN3C(C2C1)=NC1=C3C=CC=C1